3-(2-oxobutyl)pyrrolidine-1,3-dicarboxylic acid 1-(tert-butyl) 3-ethyl ester C(C)OC(=O)C1(CN(CC1)C(=O)OC(C)(C)C)CC(CC)=O